CCCCCCCCCCCCCCCCCCCCO N-eicosanol